(2RS)-1-chloro-3-(2,4,5-trifluorophenyl)propan-2-amine ClC[C@@H](CC1=C(C=C(C(=C1)F)F)F)N |r|